C1=CC=CC=2SC3=CC=CC=C3SC12.O(C1=CC=CC=C1)C1=CC=C(C#N)C=C1 4-(phenoxy)benzonitrile thianthrene salt